C(C)(C)(C)O[Si](C)(C)OC(C)(C)C di-tertiary butoxydimethylsilane